4-(tert-butyl)-1-(2-iodo-5-methylphenyl)-1H-1,2,3-triazole C(C)(C)(C)C=1N=NN(C1)C1=C(C=CC(=C1)C)I